CC1=C(C2=C(C3=C1C=CC=N3)N=CC=C2)C.C1CC[C@@H]([C@H](C1)N)N.[Pt] The molecule is a platinum coordination entity consisting of 5,6-dimethyl-1,10-phenanthroline and 1S,2S-diaminocyclohexane moieties bound via their nitrogen atoms to a central platinum atom. It has a role as an antineoplastic agent. It is a platinum coordination entity and an organic cation.